tert-butyl 2-((3-methyl-4-nitrophenyl) thio)-7-azaspiro[3.5]nonane-7-carboxylate CC=1C=C(C=CC1[N+](=O)[O-])SC1CC2(C1)CCN(CC2)C(=O)OC(C)(C)C